(2R)-3,3-difluoro-2-methylazetidin-1-ium hydrochloride Cl.FC1([C@H]([NH2+]C1)C)F